CN(S(=O)(=O)C1=CC=C(C2=C1N=C(O2)N2CC1N(C(C2)C1)C(=O)OC(C)(C)C)C=1SC=CN1)C tert-Butyl 3-(4-(N,N-dimethylsulfamoyl)-7-(thiazol-2-yl)benzo[d]oxazol-2-yl)-3,6-diazabicyclo[3.1.1]heptane-6-carboxylate